Cl.C[C@H]1N(CCN(C1)C)C(=O)OC=1C=C2C(=NC=NC2=CC1OC)NC1=C(C(=CC=C1)Cl)F 4-[(3-Chloro-2-fluorophenyl)amino]-7-methoxyquinazolin-6-yl (2R)-2,4-dimethylpiperazine-1-carboxylate hydrochloride salt